CC1(OB(OC1(C)C)C1=CN=C2N1C=CC=C2)C 3-(4,4,5,5-tetramethyl-1,3,2-dioxa-borolan-2-yl)imidazo[1,2-a]pyridine